BrC=1C=C(C=CC1OC)NC(C(=S)OC)=O O-methyl 2-((3-bromo-4-methoxyphenyl) amino)-2-oxothioacetate